6H-thieno[3,2-b]azepin-7-carboxylic acid S1C=CC=2N=CCC(=CC21)C(=O)O